lead tetraoxide O1[Pb]O[Pb]2O[Pb]1O2